1-methylIndolin-2-one CN1C(CC2=CC=CC=C12)=O